3-amino-1-(5-((6-amino-9H-purin-9-yl)methyl)-6-bromo-2,3-dihydrobenzofuran-4-yl)-N-cyclopropylpyrrolidine-3-carboxamide NC1(CN(CC1)C1=C(C(=CC2=C1CCO2)Br)CN2C1=NC=NC(=C1N=C2)N)C(=O)NC2CC2